anilinetrisulfonic acid N(C=1C(=CC=CC1)S(=O)(=O)O)(S(=O)(=O)O)S(=O)(=O)O